(S)-1-(1-((5-(4-((4-((1H-pyrazol-1-yl)methyl)phenyl)ethynyl)phenyl)isoxazole-3-yl)methyl)-1H-imidazol-2-yl)ethan-1-ol N1(N=CC=C1)CC1=CC=C(C=C1)C#CC1=CC=C(C=C1)C1=CC(=NO1)CN1C(=NC=C1)[C@H](C)O